CN(CCN(C1=C(C=C(C=C1)NC1=NC=C(C(=N1)C1=CNC2=C(C=CC=C12)C)OC)NC(C)=O)C)C N-(2-((2-(dimethylamino)ethyl)(methyl)amino)-5-((5-methoxy-4-(7-methyl-1H-indol-3-yl)pyrimidin-2-yl)amino)phenyl)acetamide